C1(CC1)C=1C=C(C=NC1)NC=1C2=C(N=CN1)C=CC(=N2)N2[C@@H]1CN([C@H](C2)C1)C(C=C)=O 1-[(1S,4S)-5-[4-[(5-cyclopropyl-3-pyridyl)amino]pyrido[3,2-d]pyrimidin-6-yl]-2,5-diazabicyclo[2.2.1]heptan-2-yl]prop-2-en-1-one